BrC1=CC(=C(C(=C1)C)C1=CC=C(C=C1)C(=O)C1=CC=C(S1)C(=O)O)C L-5-(4'-bromo-2',6'-dimethyl-[1,1'-biphenyl]-4-carbonyl)thiophene-2-carboxylic acid